C12C(CC(CC1)C2)N2CCC(CC2)NC2=NC(=NC1=CC(=C(C=C21)OC)OC)NCCCCCNC(CCl)=O N-(5-((4-((1-(bicyclo[2.2.1]heptan-2-yl)piperidin-4-yl)amino)-6,7-dimethoxyquinazolin-2-yl)amino)pentyl)-2-chloroacetamide